((3-cyclopropylphenyl)carbamoyl)(3-((5-(4,6-dimethylpyrimidin-5-yl)pyridin-2-yl)methyl)-1,2,3-oxadiazol-3-ium-5-yl)amide C1(CC1)C=1C=C(C=CC1)NC(=O)[N-]C1=C[N+](=NO1)CC1=NC=C(C=C1)C=1C(=NC=NC1C)C